(E)-1-(2,4-Dihydroxyphenyl)-3-[4-methoxy-3-[(2,3,5,6-tetrafluorophenoxy)methyl]phenyl]prop-2-en-1-one OC1=C(C=CC(=C1)O)C(\C=C\C1=CC(=C(C=C1)OC)COC1=C(C(=CC(=C1F)F)F)F)=O